FC1=C(C=CC=C1)CC(=O)N[C@H](C(=O)O)CCN(CCCCC1=NC=2NCCCC2C=C1)CCOC1=CC=CC=C1 (S)-2-(2-(2-fluorophenyl)acetamido)-4-((2-phenoxyethyl)(4-(5,6,7,8-tetrahydro-1,8-naphthyridin-2-yl)butyl)amino)butanoic acid